CC=1C=C(C2=CC=CC=C2C1)C(=O)[O-] 3-methyl-1-naphthate